CN1N=C(C=C1)CN1C=2N(C3=CC=C(C=C3C1=O)S(=O)(=O)NC1(CC1)C)CCN2 4-((1-methyl-1H-pyrazol-3-yl)methyl)-N-(1-methylcyclopropyl)-5-oxo-1,2,4,5-tetrahydroimidazo[1,2-a]quinazoline-7-sulfonamide